methyl 3-(2-bromoacetyl)cyclopentane-1-carboxylate BrCC(=O)C1CC(CC1)C(=O)OC